ClC=1C(N(N=C(C1C1=C(C=C(C=C1)F)Cl)C=1C=NC=CC1C)C)=O 4-chloro-5-(2-chloro-4-fluorophenyl)-2-methyl-6-(4-methyl-3-pyridyl)-3(2H)-pyridazinone